Methyl (S,E)-3-(4-((((9H-fluoren-9-yl)oxy)(phenyl)phosphoryl)oxy)-3-methoxyphenyl)acrylate C1=CC=CC=2C3=CC=CC=C3C(C12)O[P@@](=O)(C1=CC=CC=C1)OC1=C(C=C(C=C1)/C=C/C(=O)OC)OC